C(C=C)(=O)NCC(=O)NC=1C(=NC=NC1)C1=CC(=C(CNC(=O)C=2N=NN(C2)C(C)(C)C)C=C1)C N-(4-(5-(2-acrylamidoacetamido)pyrimidin-4-yl)-2-methylbenzyl)-1-(tert-butyl)-1H-1,2,3-triazole-4-carboxamide